2-(4,4-difluoroazepan-1-yl)-6,7-difluoro-N-(2-(N-methylsulfamoyl)pyridin-4-yl)quinoline-3-carboxamide FC1(CCN(CCC1)C1=NC2=CC(=C(C=C2C=C1C(=O)NC1=CC(=NC=C1)S(NC)(=O)=O)F)F)F